C(C)(=O)NCC1CCN(CC1)CC1=CC(=NC(=C1)C1=CC(=CC(=C1)Cl)Cl)OC=1C=NC(=NC1)N1CCN(CC1)CCC(=O)NC 3-(4-(5-((4-((4-(acetamidomethyl)piperidin-1-yl)methyl)-6-(3,5-dichlorophenyl)pyridin-2-yl)oxy)pyrimidin-2-yl)piperazin-1-yl)-N-methylpropanamide